N=1N(N=CC1)C1=C(C=C(C=N1)NC(=O)C1=CC(=C(C=C1Cl)C1=C(C=CC=C1)N)F)C(F)(F)F N-(6-(2H-1,2,3-triazol-2-yl)-5-(trifluoromethyl)pyridin-3-yl)-2'-amino-5-chloro-2-fluoro-[1,1'-biphenyl]-4-carboxamide